3-methylnon-4-en-1-yl acetate C(C)(=O)OCCC(C=CCCCC)C